FC1=C(C=CC2=C1C(=C(O2)C(C(C)C)=O)C)F 1-(4,5-difluoro-3-methylbenzofuran-2-yl)-2-methylpropan-1-one